ClC1=NC(=C(C(=C1Cl)S(=O)(=O)C)Cl)Cl 2,3,5,6-tetrachloro-4-(methylsulfonyl)-pyridine